FC1(C(NCC1)C(=O)N(C=1C=C(C=CC1)C)C)F 3,3-difluoro-N-methyl-N-(m-tolyl)pyrrolidine-2-carboxamide